C1(CC1)N1N=CC(=C1)C1CN(CC(O1)C)C=1N=C(C=2N(C(C=C(N2)C)=O)C1)C1=C(C=C(C=C1)F)F 7-[2-(1-cyclopropylpyrazol-4-yl)-6-methyl-morpholin-4-yl]-9-(2,4-difluorophenyl)-2-methyl-pyrazino[1,2-a]pyrimidin-4-one